4-(2-fluorophenyl)thiosemicarbazide FC1=C(C=CC=C1)NC(NN)=S